3,4-difluoro-6-nitrobenzoate FC=1C=C(C(=O)[O-])C(=CC1F)[N+](=O)[O-]